methanesulfonic acid 2-{3-[2-(1-{[3,5-bis(difluoromethyl)-1H-pyrazol-1-yl]acetyl}piperidin-4-yl)-1,3-thiazol-4-yl]-4,5-dihydro-1,2-oxazol-5-yl}-3-chlorophenyl ester FC(C1=NN(C(=C1)C(F)F)CC(=O)N1CCC(CC1)C=1SC=C(N1)C1=NOC(C1)C1=C(C=CC=C1Cl)OS(=O)(=O)C)F